5-(1-n-hexanoyl-5-phenylpyrazolidine-3-ylidene)-1,3-dimethylbarbituric acid C(CCCCC)(=O)N1NC(CC1C1=CC=CC=C1)=C1C(N(C(N(C1=O)C)=O)C)=O